OCC(=O)N1CCC(CC1)NC1=C2C=C(N(C2=CC=C1)CC(F)(F)F)C#CCNC1=C(C=C(C=C1)S(=O)(=O)C)OC 2-hydroxy-1-{4-[(2-{3-[(4-methanesulfonyl-2-methoxyphenyl)amino]prop-1-yn-1-yl}-1-(2,2,2-trifluoroethyl)-1H-indol-4-yl)amino]piperidin-1-yl}ethan-1-one